ClC1=C2C(=NC=C1)C=C(S2)C=2C(NC(NC2)=O)=O 5-(7-chlorothieno[3,2-b]pyridin-2-yl)-1H-pyrimidine-2,4-dione